C(C(=C)CC(=O)OCCCS(=O)(=O)O)(=O)OCCCS(=O)(=O)O.[K].[K] dipotassium bis(3-sulfopropyl) itaconate